ClC1=CC2=C(N=CN(C2=O)CC2(CCN(CC2)C(=O)C2(CC2)C)O)N1C1=CC(=CC=C1)C=1C=NN(C1)C 6-Chloro-3-((4-hydroxy-1-(1-methylcyclopropanecarbonyl)piperidin-4-yl)methyl)-7-(3-(1-methyl-1H-pyrazol-4-yl)phenyl)-3H-pyrrolo[2,3-d]pyrimidin-4(7H)-one